NC1=NC=CC(=C1N)C=1C=NN(C1)C(=O)NCC(F)(F)F 4-(2,3-diaminopyridin-4-yl)-N-(2,2,2-trifluoroethyl)-1H-pyrazole-1-carboxamide